C(C)OC(C(C1=C2N(C=N1)C[C@@H](C2)F)N2N=C1C(=C(C=C(C1=C2)Cl)C2=CC=C(C=C2)C2CCN(CC2)C2CC2)OC)=O 2-(4-chloro-6-(4-(1-cyclopropylpiperidin-4-yl)phenyl)-7-methoxy-2H-indazol-2-yl)-2-((R)-6-fluoro-6,7-dihydro-5H-pyrrolo[1,2-c]imidazol-1-yl)acetic acid ethyl ester